O=S1(NNCCC2=C1C=CC=C2)=O 1,1-Dioxo-2,3,4,5-tetrahydrobenzo[f][1,2,3]thidiazepine